CN1N=CC(=C1)C=1N=CC(=NC1)NC(=O)N (5-(1-methyl-1H-pyrazol-4-yl)pyrazin-2-yl)urea